ClC=1N=CC2=C(N1)N(N=N2)[C@H](C)C2=C(C=C(C=C2)Cl)Cl (R)-5-chloro-3-(1-(2,4-dichlorophenyl)ethyl)-3H-[1,2,3]triazolo[4,5-d]pyrimidine